ClCC(=O)C1=C(N(C2=CC(=CC=C12)CS(=O)(=O)C)C1=CC=C(C=C1)Cl)C 2-chloro-1-[1-(4-chlorophenyl)-6-(methylsulfonylmethyl)-2-methyl-1H-indol-3-yl]ethan-1-one